F[C@@H]1CN(CC1)C[C@H](C)O (S)-1-((S)-3-fluoropyrrolidin-1-yl)propan-2-ol